C1(CC1)C#CC1=CC=CC(=N1)C=1N=C(NC(C1)=O)C=1C=C(CNC(C(C)C)=O)C=CC1C(F)(F)F N-(3-{4-[6-(cyclopropylethynyl)pyridin-2-yl]-6-oxo-1,6-dihydropyrimidin-2-yl}-4-(trifluoromethyl)benzyl)isobutyramide